F\C(=C\F)\C1=C(C(C(=C1F)F)(F)F)F (E)-2-(1,2-difluorovinyl)-1,3,4,5,5-pentafluorocyclopenta-1,3-diene